(S)-N-BOC-3-hydroxyadamantylglycine CC(C)(C)OC(=O)N[C@H](C(=O)O)C12C[C@H]3C[C@@H](C1)CC(C3)(C2)O